N=1N=NN2C1C=C(C=C2)S(=O)(=O)Cl tetrazolo[1,5-a]pyridine-7-sulfonyl chloride